3-bromo-5-(3-chloro-4-fluorophenoxy)-1-(2-fluoroethyl)-1H-1,2,4-triazole BrC1=NN(C(=N1)OC1=CC(=C(C=C1)F)Cl)CCF